(benzo[b]thiophen-5-yl)acetonitrile S1C2=C(C=C1)C=C(C=C2)CC#N